C1(CCCC1)NC=1N(C(C2=C(N1)N(C=C2)C2CCN(CC2)C(CC)=O)=O)CC 2-(cyclopentylamino)-3-ethyl-7-(1-propionylpiperidin-4-yl)-3,7-dihydro-4H-pyrrolo[2,3-d]pyrimidin-4-one